ClC1=CC2=C(N=N1)N(CC2)[C@H]2CN(CCC2)C(=O)OC(C)(C)C tert-Butyl (3R)-3-(3-chloro-5,6-dihydro-7H-pyrrolo[2,3-c]pyridazin-7-yl)piperidine-1-carboxylate